[Na].[Na].[C@@H]1([C@H](O)[C@H](O)[C@@H](COP(=O)(O)O)O1)N1C(=O)NC(=O)C=C1 5'-uridylic acid disodium